2-bromo-1-(5-(2-hydroxypropan-2-yl)isoxazol-3-yl)ethanone BrCC(=O)C1=NOC(=C1)C(C)(C)O